OC[P+](CO)(CO)CO tetrakis-(hydroxymethyl)-phosphonium